NC=1C=C(C=NC1)[C@@H](C)NCCOC1=C2C(NC=NC2=CC(=C1Cl)C1=NC(=CC(=C1C(F)(F)F)C)N(CC1=CC=C(C=C1)OC)CC1=CC=C(C=C1)OC)=O (R)-5-(2-((1-(5-aminopyridin-3-yl)ethyl)amino)ethoxy)-7-(6-(bis(4-methoxybenzyl)amino)-4-methyl-3-(trifluoromethyl)pyridin-2-yl)-6-chloroquinazolin-4(3H)-one